C1CC12CCN(CC2)C=2C(=NC=CC2)C(=O)N 3-(6-azaspiro[2.5]octan-6-yl)picolinamide